5-(4-{4-[(4-{2-[(3R)-2,6-dioxopiperidin-3-yl]-1-oxo-2,3-dihydro-1H-isoindol-5-yl}piperidin-1-yl)methyl]piperidin-1-yl}phenyl)-1H-pyrrolo[2,3-b]pyridine O=C1NC(CC[C@H]1N1C(C2=CC=C(C=C2C1)C1CCN(CC1)CC1CCN(CC1)C1=CC=C(C=C1)C=1C=C2C(=NC1)NC=C2)=O)=O